N-((1R)-3-cyano-3-azabicyclo[3.2.0]heptan-1-yl)-5-(2-(phenylthio)phenyl)-1H-pyrazole-3-carboxamide C(#N)N1C[C@]2(CCC2C1)NC(=O)C1=NNC(=C1)C1=C(C=CC=C1)SC1=CC=CC=C1